5-(2,4-difluorophenyl)-N-[2-(1-methylpyrazol-3-yl)-2-(1-methylpyrazol-4-yl)propyl]isoxazole-3-carboxamide FC1=C(C=CC(=C1)F)C1=CC(=NO1)C(=O)NCC(C)(C=1C=NN(C1)C)C1=NN(C=C1)C